1-(4,5-dihydro-1H-benzo[d]azepine-3(2H)-yl)-2,2,2-trifluoroethanone C1CN(CCC2=C1C=CC=C2)C(C(F)(F)F)=O